N1(CCNCC1)C1(COCC1)C1=CC=C(C=C1)[C@H](C)NC=1N=CC2=C(N1)N(C(C=C2)=O)C(C)C 2-{[(1S)-1-{4-[3-(piperazin-1-yl)tetrahydrofuran-3-yl]phenyl}ethyl]amino}-8-(propan-2-yl)pyrido[2,3-d]pyrimidin-7(8H)-one